FC=1C=C(CNC2=NC=CC=C2)C=CC1F N-(3,4-difluorobenzyl)pyridin-2-amine